4-[N-(1-methoxyformyl-2-phenylethyl)sulfamoyl]Benzoic acid COC(=O)C(CC1=CC=CC=C1)NS(=O)(=O)C1=CC=C(C(=O)O)C=C1